1,4,7,10-tetraazacyclododecane tetrahydrochloride Cl.Cl.Cl.Cl.N1CCNCCNCCNCC1